5-bromo-1-methyl-1H-[1,2,4]triazole-3-carboxylic acid BrC1=NC(=NN1C)C(=O)O